CC=1C=CC2=C(C=C(C2=CC1)C(=O)O)C(=O)O 6-methyl-azulene-1,3-dicarboxylic acid